tert-butyl 4-((5-benzyl-1-(tert-butoxycarbonyl)-2-oxopyrrolidin-3-yl)((methylsulfonyl)oxy)methyl)-2,2-dimethyloxazolidine-3-carboxylate C(C1=CC=CC=C1)C1CC(C(N1C(=O)OC(C)(C)C)=O)C(C1N(C(OC1)(C)C)C(=O)OC(C)(C)C)OS(=O)(=O)C